bis({2-[4-(acetyloxy)-1H-indol-3-yl]ethyl}(ethyl)propylazanium) (2E)-but-2-enedioate C(\C=C\C(=O)[O-])(=O)[O-].C(C)(=O)OC1=C2C(=CNC2=CC=C1)CC[NH+](CCC)CC.C(C)(=O)OC1=C2C(=CNC2=CC=C1)CC[NH+](CCC)CC